tartrate pentahydrate O.O.O.O.O.C(=O)(O)C(O)C(O)C(=O)O